tert-Butyl ((S)-(7-((E)-(((S)-tert-butylsulfinyl)imino)methyl)imidazo[1,2-b]pyridazin-2-yl)(4,4-difluorocyclohexyl)methyl)carbamate C(C)(C)(C)[S@](=O)\N=C\C1=CC=2N(N=C1)C=C(N2)[C@H](C2CCC(CC2)(F)F)NC(OC(C)(C)C)=O